1-[(4-{[4-(3,3-dimethylbutanoyl)piperazinyl]methyl}-7-bromo(2-quinolyl))amino]-3,4-dimethylazoline-2,5-dione CC(CC(=O)N1CCN(CC1)CC1=CC(=NC2=CC(=CC=C12)Br)NN1C(C(=C(C1=O)C)C)=O)(C)C